NN1NC(C(=C1[N+](=O)[O-])[N+](=O)[O-])=C1N=NC(=C1[N+](=O)[O-])[N+](=O)[O-] aminotetranitrobipyrazole